FC=1C(=C(C=CC1F)[C@@H]1[C@H](O[C@]([C@@H]1C)(C(F)(F)F)C)C(=O)NC1=CC(=NC=C1F)C(=O)N)OC 4-[[(2S,3R,4R,5R)-3-(3,4-Difluoro-2-methoxy-phenyl)-4,5-dimethyl-5-(trifluoromethyl)tetrahydrofuran-2-carbonyl]amino]-5-fluoro-pyridin-2-carboxamid